(3-bromo-5-(difluoromethoxy)phenyl)(morpholino)methanone BrC=1C=C(C=C(C1)OC(F)F)C(=O)N1CCOCC1